CC(C)(C1=CC(=C(C(=C1)Br)OCCO)Br)C1=CC(=C(C(=C1)Br)OCCO)Br 2,2'-((propane-2,2-diylbis(2,6-dibromo-4,1-phenylene))bis(oxy))bis(ethan-1-ol)